tert-butyl 4-[1,3-dimethyl-2-oxo-5-(trifluoromethylsulfonyloxy)-7-quinolyl]piperazine-1-carboxylate CN1C(C(=CC2=C(C=C(C=C12)N1CCN(CC1)C(=O)OC(C)(C)C)OS(=O)(=O)C(F)(F)F)C)=O